bis(methylcyclopentadiene) CC1C2C3CC(C2C=C1C)C=C3